NC[C@H](S(=O)(=O)C)C1CN(C1)C(=O)OCC1=CC=CC=C1 |r| rac-benzyl 3-(2-amino-1-methanesulfonylethyl)azetidine-1-carboxylate